CC1=NC(=CC(=C1)C=1NC2=CC=C(C=C2C1C(C)C)C1CCN(CC1)CC(=O)N1C(CCC1C)C)C 2-(4-(2-(2,6-dimethylpyridin-4-yl)-3-isopropyl-1H-indol-5-yl)piperidin-1-yl)-1-(2,5-dimethylpyrrolidin-1-yl)ethan-1-one